1-(2-((1R,4aS,4bR,6aR,9S,11aS,11bR,13aS)-9-hydroxy-9,13a-dimethyloctadecahydro-1H-cyclohepta[a]phenanthren-1-yl)-2-oxoethyl)-1H-pyrazole-4-carbonitrile O[C@]1(CC[C@@H]2[C@@H]([C@H]3CC[C@@]4([C@@H](CCC[C@H]4[C@@H]3CC2)C(CN2N=CC(=C2)C#N)=O)C)CC1)C